1-(2-(methyl-sulfonyl)ethyl)-4-(4,4,5,5-tetramethyl-1,3,2-dioxaborolan-2-yl)-1H-pyrazole CS(=O)(=O)CCN1N=CC(=C1)B1OC(C(O1)(C)C)(C)C